Ethyl-((1R,3R)-1-((tert-butoxycarbonyl) amino)-3-cyclopropoxy-8-azaspiro[4.5]dec-8-yl)-5-methylpyrazine-2-carboxylate C(C)C1=C(N=C(C(=N1)C(=O)[O-])N1CCC2(C[C@H](C[C@H]2NC(=O)OC(C)(C)C)OC2CC2)CC1)C